1-methyl-3,4-dihydroisoquinoline-2,7(1H)-dicarboxylic acid 2-(tert-butyl) 7-methyl ester COC(=O)C1=CC=C2CCN(C(C2=C1)C)C(=O)OC(C)(C)C